C(C(=C)C)(=O)OCCOC1=CC(=C(C=C1)C1=NC(=NC(=N1)C1=CC=CC=C1)C1=CC=CC=C1)O 2-(4-(4,6-diphenyl-1,3,5-triazin-2-yl)-3-hydroxyphenoxy)ethyl methacrylate